C(CCCCCCCCCCCCCCCCC)(=O)[O-].[Al+3].C(CCCCCCCCCCCCCCCCC)(=O)[O-].C(CCCCCCCCCCCCCCCCC)(=O)[O-] aluminum(III) stearate